[5-Bromo-2-(difluoromethyl)-4-pyridyl]methanol BrC=1C(=CC(=NC1)C(F)F)CO